OC=C1C(C(CC2(CN(C3=CC=CC=C23)C(=O)OC(C)(C)C)C1)(C)C)=O tert-butyl 5-(hydroxymethylene)-3,3-dimethyl-4-oxospiro[cyclohexane-1,3'-indoline]-1'-carboxylate